4,4-difluorooxan-3-amine hydrochloride Cl.FC1(C(COCC1)N)F